BrC1=CC(=C(N)C=C1F)I 4-Bromo-5-fluoro-2-iodo-aniline